CN1N=C(C=CC1=O)N1C(C2=CC=CC=C2C1)=O 2-(1-methyl-6-oxo-1,6-dihydropyridazin-3-yl)-2,3-dihydro-1H-isoindol-1-one